C[C@H]1CC[C@@H](NC1)C=1C=CC2=C(N=C(S2)C2CCN(CC2)C([2H])([2H])[2H])C1 5-[(2R,5S)-5-methyl-2-piperidyl]-2-[1-(trideuteriomethyl)-4-piperidyl]-1,3-benzothiazole